FC1=CC=C(C=C1)N(C(=S)C=1C=CC=2N(C1)C(=CN2)C=2C=CC(=NC2)NC(OC)=O)C methyl N-[5-[6-[(4-fluorophenyl)-methyl-carbamothioyl]imidazo[1,2-a]pyridin-3-yl]-2-pyridyl]carbamate